(4aR,8aS)-6-[3-[4-(4,4,5,5-tetramethyl-1,3,2-dioxaborolan-2-yl)phenyl]azetidine-1-carbonyl]-4,4a,5,7,8,8a-hexahydropyrido[4,3-b][1,4]oxazin-3-one CC1(OB(OC1(C)C)C1=CC=C(C=C1)C1CN(C1)C(=O)N1C[C@@H]2[C@@H](OCC(N2)=O)CC1)C